FC1=C(C(=CC=C1)F)C1=CC=2N=CNC(C2C(=N1)NC1=NC=C(C=C1)N1CCC(CC1)O)=O 7-(2,6-difluoro-phenyl)-5-[[5-(4-hydroxy-1-piperidyl)-2-pyridyl]amino]-3H-pyrido[4,3-d]pyrimidin-4-one